C(C)(C)(C)OC(=O)N1CC2(CC(C2)OC2=CC(=C3C(=N2)C(=CS3)C(NC)=O)C(F)(F)F)CC1 (2s,4r)-2-((3-(methylcarbamoyl)-7-(trifluoromethyl)thieno[3,2-b]pyridin-5-yl)oxy)-6-azaspiro[3.4]octane-6-carboxylic acid tert-butyl ester